(2,2,2-trifluoroethyl) (perfluoro-n-butyl) sulfide FC(C(C(C(F)(F)F)(F)F)(F)F)(F)SCC(F)(F)F